tert-butyl-(E)-4-(2-((4-fluoro-1-(2-fluorobenzyl) piperidin-4-yl) methylene)-1-oxo-2,3-dihydro-1H-inden-5-yl)-3,6-dihydropyridine-1(2H)-carboxylate C(C)(C)(C)OC(=O)N1CCC(=CC1)C=1C=C2C\C(\C(C2=CC1)=O)=C/C1(CCN(CC1)CC1=C(C=CC=C1)F)F